BrC=1C=NC2=C(C(=NC=C2C1N1CCN(CC1)C(=O)OC(C)(C)C)C1=CC=CC2=CC=C(C(=C12)Cl)F)F tert-butyl 4-(3-bromo-7-(8-chloro-7-fluoronaphthalen-1-yl)-8-fluoro-1,6-naphthyridin-4-yl)piperazine-1-carboxylate